C(CCCCCCC\C=C/C\C=C/CCCCC)(=O)OCC(COC(CCC(OC(OCCCN(CC)CC)=O)CCCCCC)=O)COC(CCC(OCCCC\C=C/CC)OCCCC\C=C/CC)=O 16-(((4,4-bis(((Z)-oct-5-en-1-yl)oxy)butanoyl)oxy)methyl)-3-ethyl-10-hexyl-8,13-dioxo-7,9,14-trioxa-3-azaheptadecan-17-yl (9Z,12Z)-octadeca-9,12-dienoate